5'-methyl-4-(2-methyloctan-2-yl)-2'-(prop-1-en-2-yl)-1',2',3',4'-tetrahydro-[1,1'-biphenyl]-2,6-diol CC=1CCC(C(C1)C=1C(=CC(=CC1O)C(C)(CCCCCC)C)O)C(=C)C